5-(2-{[(1S)-1-(piperidin-4-yl)ethyl]amino}pyridin-4-yl)-1,3,4-oxadiazol-2(3H)-one N1CCC(CC1)[C@H](C)NC1=NC=CC(=C1)C1=NNC(O1)=O